4,6-dihydroxy-2-(propylthio)pyrimidine hydrochloride Cl.OC1=NC(=NC(=C1)O)SCCC